FC1=CC=C(C=C1)N(N=O)C N-(4-fluorophenyl)-N-methylnitrosamide